N[C@]1([C@@H](CC[C@H](C1)CCB(O)O)CNC([C@H](CCC)N)=O)C(=O)O (1R,2S,5R)-1-amino-2-(((S)-2-aminopentanamido)methyl)-5-(2-boronoethyl)cyclohexane-1-carboxylic acid